C(CCCC)(=O)[O-].[Na+].[Zn+2].C(CCCC)(=O)[O-].C(CCCC)(=O)[O-] zinc sodium pentanate